6-(4-(((3r,5r)-3-(hydroxymethyl)-5-(4-methyl-1-oxo-1,3-dihydroisobenzofuran-5-yl)piperazin-1-yl)methyl)-1H-pyrazol-1-yl)-4-methylpyridine-3-carbonitrile OC[C@H]1CN(C[C@H](N1)C=1C(=C2COC(C2=CC1)=O)C)CC=1C=NN(C1)C1=CC(=C(C=N1)C#N)C